periodic acid hydride [IH](=O)(=O)=O